p-isobutyl-alpha-methylhydrocinnamaldehyde CC(C)CC1=CC=C(C=C1)CC(C)C=O